2-[1-[(3-fluorophenyl)methyl]-5-oxo-3-phenylpyrrolidin-2-yl]-N-methylsulfonylacetamid FC=1C=C(C=CC1)CN1C(C(CC1=O)C1=CC=CC=C1)CC(=O)NS(=O)(=O)C